BrC=1C=C2CCCN(C2=CC1C(F)F)C1=NN(C2=C1CN(CC2)C(C)=O)C 1-(3-(6-Bromo-7-(difluoromethyl)-3,4-dihydroquinolin-1(2H)-yl)-1-methyl-1,4,6,7-tetrahydro-5H-pyrazolo[4,3-c]pyridin-5-yl)ethan-1-one